tert-butyl 2-vinyl-7,8-dihydro-4H-pyrazolo[1,5-a][1,4]diazepine-5(6H)-carboxylate C(=C)C1=NN2C(CN(CCC2)C(=O)OC(C)(C)C)=C1